FC(S(=O)(=O)C=1C=C(C=CC1)NC(=O)[C@@H]1[C@@H]([C@H]2CC[C@@H]1C2)NC(OC(C)(C)C)=O)(F)F tert-Butyl ((1S,2R,3S,4R)-3-((3-((trifluoromethyl)sulfonyl)phenyl)carbamoyl)bicyclo[2.2.1]heptan-2-yl)carbamate